tri(1-octyl) phosphate P(=O)(OCCCCCCCC)(OCCCCCCCC)OCCCCCCCC